COC1=C(CN2CC(C2)(C(=O)NCCCCCCCCNC2=C3C(N(C(C3=CC=C2)=O)C2C(NC(CC2)=O)=O)=O)C)C(=CC(=C1)C1=CN(C(C2=CN=CC=C12)=O)C)OC 1-(2,6-Dimethoxy-4-(2-Methyl-1-Oxo-1,2-Dihydro-2,7-Naphthyridin-4-Yl)Benzyl)-N-(8-((2-(2,6-Dioxopiperidin-3-Yl)-1,3-Dioxoisoindolin-4-Yl)Amino)Octyl)-3-Methylazetidine-3-Carboxamide